ClC1=C(N=NC=C1C)C1CC1 4-chloro-3-cyclopropyl-5-methylpyridazine